CO[Si](CCCNCCC[Si](OC)(OC)OC)(OC)OC di-(γ-trimethoxysilylpropyl)amine